P(OC(C)C)(OC(C)C)(OCC1OC1)=O phosphoric acid, bis(1-methylethyl) oxiranylmethyl ester